2-((5-(trifluoromethyl)pyrazin-2-yl)oxy)acetic acid ethyl ester C(C)OC(COC1=NC=C(N=C1)C(F)(F)F)=O